5-(3-(2-fluoroethyl)-2-methyl-3H-imidazo[4,5-b]pyridin-5-yl)-N-(3,3,3-trifluoropropyl)pyrrolo[2,1-f][1,2,4]triazin-2-amine FCCN1C(=NC=2C1=NC(=CC2)C=2C=CN1N=C(N=CC12)NCCC(F)(F)F)C